NN1C([C@H]2CC3=C(NC=4C=CC=CC34)[C@H](N2C(C1)=O)C)=O (6R,12aR)-2-amino-6-methyl-2,3,12,12a-tetrahydropyrazino[1',2':1,6]pyrido[3,4-b]indole-1,4(6H,7H)-dione